COC=1C=NC(=NC1)[C@@H]1[C@H](CC1)C=1NC(C2=C(N1)N(N=C2C#N)[C@H](C)C=2C=NC(=CC2)C(F)(F)F)=O 6-((1S,2S)-2-(5-methoxypyrimidin-2-yl)cyclobutyl)-4-oxo-1-((R)-1-(6-(trifluoromethyl)pyridin-3-yl)ethyl)-4,5-dihydro-1H-pyrazolo[3,4-d]pyrimidine-3-carbonitrile